FC=1C=C(C=C(C1)F)[C@@H]1CCN2N1C(C1(C2)CCN(CC1)C(C1=C(C(=CC=C1)F)C)=O)=O (S)-7'-(3,5-difluorophenyl)-1-(3-fluoro-2-methylbenzoyl)dihydro-1'H,3'H,5'H-spiro[piperidine-4,2'-pyrazolo[1,2-a]pyrazol]-1'-one